2-methoxy-5-((4-(trifluoromethyl)pyridin-2-yl)oxy)aniline COC1=C(N)C=C(C=C1)OC1=NC=CC(=C1)C(F)(F)F